ClC1=CC=C(C=C1)C1=NN(C(=C1)NC(C)=O)C1=C(C=C(C=C1)Cl)Cl N-[3-(4-Chlorophenyl)-1-(2,4-dichlorophenyl)-1H-pyrazol-5-yl]acetamide